Cl\C(=C/C1SCCCS1)\C1=CC=C(C=C1)C(F)(F)F (Z)-2-(2-chloro-2-(4-trifluoromethylphenyl)vinyl)-1,3-dithiane